[Cr](=O)[O-] CHROMAformat